C(C)(=O)NC(CS(=O)(=O)O)N (2-Acetamido)-2-aminoethanesulfonic acid